N-(4-{[6-(5-chloro-2-fluoro-phenyl)-3-[(2-hydroxyethyl)-sulfanyl]pyridazin-4-yl]-amino}pyridin-2-yl)-3-(4-methylpiperazin-1-yl)propan-amide ClC=1C=CC(=C(C1)C1=CC(=C(N=N1)SCCO)NC1=CC(=NC=C1)NC(CCN1CCN(CC1)C)=O)F